((6-chloropyridin-3-yl)methyl)-1-(4-(pyridin-4-yl)phenyl)pyrrolidin-2-one ClC1=CC=C(C=N1)CC1C(N(CC1)C1=CC=C(C=C1)C1=CC=NC=C1)=O